NCC(=O)N1CC(C1)CNC(=O)C1=C(C=C(C=C1)NC(=O)C=1N(C(=CN1)C1=C(C(=C(C=C1)OC)F)F)C)Cl N-[4-[[1-(2-Aminoacetyl)azetidin-3-yl]methylcarbamoyl]-3-chlorophenyl]-5-(2,3-difluoro-4-methoxyphenyl)-1-methylimidazol-2-carboxamid